[N+](=O)([O-])C1=CC=C(C=C1)N1N=C(C(=C1)C#N)C(F)F 1-(4-nitrophenyl)-3-difluoromethyl-1H-pyrazole-4-carbonitrile